C1(CC1)[C@H](C1=CC=2N(N=C1)C=C(N2)[C@@H](NC(=O)C2=NON=C2C)C2CCC(CC2)(F)F)NC(=O)[C@H]2[C@@H](CC2)F |o1:34,35| N-((S)-(7-((R)-Cyclopropyl((1S*,2R*)-2-fluorocyclobutane-1-carboxamido)methyl)imidazo[1,2-b]pyridazin-2-yl)(4,4-difluorocyclohexyl)methyl)-4-methyl-1,2,5-oxadiazole-3-carboxamide